CCC(CCCC)=O heptan-3-one